ClC=1C=C(C=CC1F)C(C=1N(C=CN1)CC(C)OC)C1=CC(=C(C=C1)F)F 2-((3-chloro-4-fluorophenyl)(3,4-difluorophenyl)methyl)-N-(2-meth-oxypropyl)-1H-imidazole